CC1=NOC(=N1)C12CCC(CC1)(CC2)CN(C(=O)C2CCCCC2)C=2C=C(C=CC2)/C=C/C(=O)OC methyl (E)-3-(3-(N-((4-(3-methyl-1,2,4-oxadiazol-5-yl)bicyclo[2.2.2]octan-1-yl)methyl) cyclohexanecarboxamido)phenyl)acrylate